((4bS,5R,6R,7S,7aR)-7a-(4-bromophenyl)-4b,5-dihydroxy-4-methoxy-7-phenyl-4b,6,7,7a-tetrahydro-5H-cyclopenta[4,5]furo[2,3-c]pyridin-6-yl)acetic acid BrC1=CC=C(C=C1)[C@]12[C@](C3=C(C=NC=C3OC)O1)([C@@H]([C@@H]([C@H]2C2=CC=CC=C2)CC(=O)O)O)O